C(C1=CC=CC=C1)N1C(C=2C=C(C(=NC2C=C1)C)C(=O)NCC1=CC=C(C=C1)OC)=O 6-benzyl-N-(4-methoxybenzyl)-2-methyl-5-oxo-5,6-dihydro-1,6-naphthyridine-3-carboxamide